hexadecane-2,13-diol CC(CCCCCCCCCCC(CCC)O)O